C12CN(CC(CC1)N2)C2=C(C=C(C=C2)NC=2N=CC1=C(N2)N(C(=C1)C1CC1)C1=CC=CC(=N1)N=S(=O)(C)C)F ((6-(2-((4-(3,8-diazabicyclo[3.2.1]octan-3-yl)-3-fluorophenyl)amino)-6-cyclopropyl-7H-pyrrolo[2,3-d]pyrimidin-7-yl)pyridin-2-yl)imino)dimethyl-λ6-sulfanone